(4S)-5-tert-butoxy-4-({[(9H-fluoren-9-yl)methoxy]carbonyl}amino)-5-oxopentanoic acid C(C)(C)(C)OC([C@H](CCC(=O)O)NC(=O)OCC1C2=CC=CC=C2C=2C=CC=CC12)=O